6-(1-(2-methoxyethyl)-1H-1,2,3-triazol-4-yl)nicotinic acid COCCN1N=NC(=C1)C1=NC=C(C(=O)O)C=C1